CC1=CC2=C(N=C(N2)S)C=C1C 5,6-dimethyl-2-mercaptobenzimidazole